tert-butyl 4-(3-(3-fluorobenzyl)-1H-1,2,4-triazol-5-yl)piperidine-1-carboxylate FC=1C=C(CC2=NNC(=N2)C2CCN(CC2)C(=O)OC(C)(C)C)C=CC1